tert-butyl ((1R,3R)-3-((6-cyano-2H-indazol-7-yl)oxy)cyclobutyl)(methyl)carbamate C(#N)C=1C=CC2=CNN=C2C1OC1CC(C1)N(C(OC(C)(C)C)=O)C